C1(CC1)C1=C(C(=NO1)C1=NN(C2=NC=NC(=C21)N)[C@@H]2CNCCC2)C2=NC=CC=C2 [5-cyclopropyl-4-(pyridin-2-yl)-1,2-oxazol-3-yl]-1-[(3S)-piperidin-3-yl]-1H-pyrazolo[3,4-d]pyrimidin-4-amine